NC1=CC=C(C=C1)CC(C)=O p-aminophenyl-acetone